2,7-Bis(trifluoromethanesulfonyloxy) triphenylene 3-cyanopropyl-2-((6aR,10aR)-6a,7,10,10a-tetrahydro-1-hydroxy-6,6,9-trimethyl-6H-benzo[c]chromen-3-yl)-2-methylpropanoate C(#N)CCCOC(C(C)(C)C1=CC(=C2[C@H]3[C@H](C(OC2=C1)(C)C)CC=C(C3)C)O)=O.FC(S(=O)(=O)OC3=CC=1C2=CC=CC=C2C2=CC(=CC=C2C1C=C3)OS(=O)(=O)C(F)(F)F)(F)F